BrC=1C=C2CN3[C@@H](C2=CC1F)CNC[C@H]3C (4R,10bS)-8-bromo-9-fluoro-4-methyl-1,2,3,4,6,10b-hexahydropyrazino[2,1-a]isoindole